N-((3S,6S)-6-(5-(6-(3-cyanopyrrolo[1,2-b]pyridazin-7-yl)-4-(isopropylamino)pyridin-3-yl)-1,3,4-thiadiazol-2-yl)tetrahydro-2H-pyran-3-yl)acetamid C(#N)C1=CC=2N(N=C1)C(=CC2)C2=CC(=C(C=N2)C2=NN=C(S2)[C@@H]2CC[C@@H](CO2)NC(C)=O)NC(C)C